6-(2'-(((3-(DiMethylamino)propyl)amino)Methyl)-[1,1'-Biphenyl]-4-yl)-2-Methyl-1H-benzo[d]Imidazol CN(CCCNCC1=C(C=CC=C1)C1=CC=C(C=C1)C=1C=CC2=C(NC(=N2)C)C1)C